NC1=C2C(=NC(=N1)OCCO)N(N=C2)C2OCCCC2 2-((4-amino-1-(tetrahydro-2H-pyran-2-yl)-1H-pyrazolo[3,4-d]pyrimidin-6-yl)oxy)ethan-1-ol